5-(trifluoromethyl)-1,3-phenylenediamine FC(C=1C=C(C=C(C1)N)N)(F)F